trifluoroperoxyacetic acid FC(C(=O)OO)(F)F